N-(4-{[6-(5-chloro-2-fluorophenyl)-3-[(2-hydroxyethyl)sulfanyl]pyridazin-4-yl]amino}pyridin-2-yl)-3-{5,8-diazaspiro[3.5]nonan-8-yl}cyclobutane-1-carboxamide ClC=1C=CC(=C(C1)C1=CC(=C(N=N1)SCCO)NC1=CC(=NC=C1)NC(=O)C1CC(C1)N1CCNC2(CCC2)C1)F